4-methoxyphenylbismuthane COC1=CC=C(C=C1)[BiH2]